CC1C2=C(CCC1)C(=O)OC2=O 3-methylcyclohexene-1,2-dicarboxylic anhydride